[Ag].CC1(C(NC(N1)=O)=O)C 5,5-dimethylhydantoin silver